3,6-dimethoxy-9H-carbazol COC=1C=CC=2NC3=CC=C(C=C3C2C1)OC